C(C)(C)(C)OC(=O)NCCN1C(=CC2=C1N=C(N=C2)Cl)C(=O)O 7-[2-(tert-Butoxycarbonylamino)ethyl]-2-chloro-pyrrolo[2,3-d]pyrimidine-6-carboxylic acid